((6-acetylpyridazin-2-yl)amino)-4-((2-methoxy-3-(1-methyl-1H-1,2,4-triazol-3-yl)phenyl)amino)-N-methylpyridazine-3-carboxamide C(C)(=O)C1=CC=CN(N1)NC=1C(=C(N=NC1)C(=O)NC)NC1=C(C(=CC=C1)C1=NN(C=N1)C)OC